ClC1=CC=C(C=C1)C=1N=C2N(C=CC=N2)C1CN1CC2CCC(C1)N2C(=O)N(C)CC2=CC(=CC=C2)OC 3-{[2-(4-chlorophenyl)imidazo[1,2-a]pyrimidin-3-yl]methyl}-N-(3-methoxybenzyl)-N-methyl-3,8-diazabicyclo[3.2.1]octane-8-carboxamide